(4-(5-((1-(4-(3-(5-(tert-butyl) isoxazol-3-yl) ureido) phenyl)-1H-benzo[d]imidazol-5-yl) oxy) pentanoylamino)-1-oxoisoindol-2-yl)-2,6-dioxopiperidine-1-carboxylate C(C)(C)(C)C1=CC(=NO1)NC(NC1=CC=C(C=C1)N1C=NC2=C1C=CC(=C2)OCCCCC(=O)NC2=C1CN(C(C1=CC=C2)=O)C2C(N(C(CC2)=O)C(=O)[O-])=O)=O